C1(CCCCC1)NCCC[Si](OC)(OC)OC (N-cyclohexyl-3-aminopropyl)(trimethoxy)silan